CNNC N-methyl-N'-methylhydrazine